N-(4-(5-(bis(9,9-dimethyl-9H-fluorene-2-yl)amino)-1,3,3-trimethyl-2,3-dihydro-1H-indene-1-yl)phenyl)-N-(9,9-dimethyl-9H-fluorene-2-yl)-9,9-dimethyl-9H-fluorene-2-amine CC1(C2=CC=CC=C2C=2C=CC(=CC12)N(C=1C=C2C(CC(C2=CC1)(C)C1=CC=C(C=C1)N(C1=CC=2C(C3=CC=CC=C3C2C=C1)(C)C)C1=CC=2C(C3=CC=CC=C3C2C=C1)(C)C)(C)C)C1=CC=2C(C3=CC=CC=C3C2C=C1)(C)C)C